C(C)(C)(C)N1N=CC(=C1)C=1C=C(C=CC1)N(C(=O)[C@@H]1CC[C@H](CC1)O)C[C@@H]1CC[C@H](CC1)C1=NC(=C(C=C1)OC)C trans-N-(3-(1-(tert-butyl)-1H-pyrazol-4-yl)phenyl)-4-hydroxy-N-((trans-4-(5-methoxy-6-methylpyridin-2-yl)cyclohexyl)methyl)cyclohexanecarboxamide